3-[4-(benzyloxy)-3-methyl-5-(1H-1,2,4-triazol-3-yl)-1H-pyrazol-1-yl]propyl acetate C(C)(=O)OCCCN1N=C(C(=C1C1=NNC=N1)OCC1=CC=CC=C1)C